C(CCCCCCCCCCCCC)C(C(=O)OC[C@@H]1[C@H]([C@@H]([C@H](C(O1)N([C@@H](C)C(=O)N[C@H](CCC(=O)O)C(N)=O)C(C)=O)N)O[C@@H](C(=O)O)C)O)CCCCCCCCCCCCCC 6-O-(tetradecylhexadecanoyl)-N-acetylmuramyl-L-alanyl-D-isoglutamine